(S)-2-amino-2-(o-tolyl)cyclohexan-1-one N[C@]1(C(CCCC1)=O)C1=C(C=CC=C1)C